O[C@@H]1[C@H](CC[C@@H](C1)S(=O)(=O)C)CNC(OC(C)(C)C)=O |r| tert-butyl (((1RS,2SR,4SR)-2-hydroxy-4-(methylsulfonyl)cyclohexyl)methyl)carbamate